triphenyl-sulfonium citraconate C(\C(\C)=C/C(=O)[O-])(=O)[O-].C1(=CC=CC=C1)[S+](C1=CC=CC=C1)C1=CC=CC=C1.C1(=CC=CC=C1)[S+](C1=CC=CC=C1)C1=CC=CC=C1